(S)-3-(4-butyl-2,5-dimethylOxyphenyl)piperidine hydrochloride Cl.C(CCC)C1=CC(=C(C=C1OC)[C@H]1CNCCC1)OC